(R)-2-(2-fluoro-4-(pyrrolidin-2-yl)phenyl)-6-methoxy-N-(1-methylpiperidin-4-yl)benzo[d]imidazo[2,1-b]thiazole-7-carboxamide dihydrochloride Cl.Cl.FC1=C(C=CC(=C1)[C@@H]1NCCC1)C=1N=C2SC3=C(N2C1)C=C(C(=C3)C(=O)NC3CCN(CC3)C)OC